(2,4-dimethylpyrazolo[1,5-a]pyrazin-3-yl)-[(7S)-2,7-dimethyl-3-(3,4,5-trifluorophenyl)-5,7-dihydro-4H-pyrazolo[3,4-c]pyridin-6-yl]methanone CC1=NN2C(C(=NC=C2)C)=C1C(=O)N1[C@H](C=2C(CC1)=C(N(N2)C)C2=CC(=C(C(=C2)F)F)F)C